5-[2-(tetrahydro-2H-pyran-4-yl)ethyl]-1λ6-thia-4-aza-1,1-indandione O1CCC(CC1)CCC=1N=C2CCS(C2=CC1)(=O)=O